COC(C1=CC(=C(C(=C1)OC)C#N)F)=O 4-cyano-3-fluoro-5-methoxybenzoic acid methyl ester